ClC=1C=NC(=NC1)/C=C/C(=O)N1O[C@@H](C(N2[C@@H]1CN(C([C@@H]2CC(C)C)=O)C2CCN(CC2)C)=O)CC(C)C (3R,6S,9aS)-1-((E)-3-(5-chloropyrimidin-2-yl)acryloyl)-3,6-diisobutyl-8-(1-methylpiperidin-4-yl)tetrahydropyrazino[2,1-c][1,2,4]oxadiazine-4,7(3H,6H)-dione